5-(4,4,5,5-tetramethyl-1,3,2-dioxaborolan-2-yl)pyridine-2-carboxamide CC1(OB(OC1(C)C)C=1C=CC(=NC1)C(=O)N)C